1-((2R,5S)-4-((S)-7-(3-amino-5-methyl-1H-indazol-4-yl)-6-chloro-8-fluoro-2-(2-morpholinoethoxy)quinazolin-4-yl)-2,5-dimethylpiperazin-1-yl)prop-2-en-1-one NC1=NNC2=CC=C(C(=C12)C1=C(C=C2C(=NC(=NC2=C1F)OCCN1CCOCC1)N1C[C@H](N(C[C@@H]1C)C(C=C)=O)C)Cl)C